tetradecane-6,8-diol CCCCCC(CC(CCCCCC)O)O